2,2-difluoro-2-(2-fluoro-3-{(1R)-1-[(6-methoxy-2-methylpyrido[3,4-d]pyrimidin-4-yl)amino]ethyl}phenyl)ethan-1-ol FC(CO)(C1=C(C(=CC=C1)[C@@H](C)NC=1C2=C(N=C(N1)C)C=NC(=C2)OC)F)F